C(CCCCCCC)(=O)N[C@@H](CO)[C@H](O)[C@H](O)CCCCCCCCCCCCCC N-Octanoyl-Phytosphingosine